C(C(C)C)(=O)OC[C@H]1O[C@H]([C@]([C@@H]1O)(C)F)N1C(NC(C=C1)=O)=O ((2R,3R,4R,5R)-5-(2,4-dioxo-3,4-dihydropyrimidin-1(2H)-yl)-4-fluoro-3-hydroxy-4-methyltetrahydrofuran-2-yl)methyl isobutyrate